CN1C(=CC(C2=CC=C(C=C12)S)=O)C(F)(F)F 1-methyl-7-mercapto-2-(trifluoromethyl)-1,4-dihydroquinolin-4-one